C(CCCCC=C)C(C(=O)O)CCCCCC=C (hept-6-en-1-yl)non-8-enoic acid